N-((3S,4S)-3-((6-(2,6-dichloro-3,5-di-methoxyphenyl)-8-(ethylamino)pyrido[3,4-d]pyrimidin-2-yl)amino)tetra-hydro-2H-pyran-4-yl)acrylamide ClC1=C(C(=C(C=C1OC)OC)Cl)C1=CC2=C(N=C(N=C2)N[C@@H]2COCC[C@@H]2NC(C=C)=O)C(=N1)NCC